3-(4-(3-amino-5-methoxyphenyl)-1H-pyrazol-1-yl)propanenitrile NC=1C=C(C=C(C1)OC)C=1C=NN(C1)CCC#N